p-bis(2-phenylvinyl)benzene C1(=CC=CC=C1)C=CC1=CC=C(C=C1)C=CC1=CC=CC=C1